C([2H])([2H])([2H])N(C(C([2H])C1=CNC=2C=CC=C(C12)O)[2H])C([2H])([2H])[2H] 3-(2-(bis(methyl-d3)amino)ethyl-1,2-d2)-1H-indol-4-ol